2-(2,2-difluoro-1,2-dimethoxyethyl)-4-phenylthiophene FC(C(OC)C=1SC=C(C1)C1=CC=CC=C1)(OC)F